2-cyclopropyl-2,2-difluoro-1-(3-(2-((1-methyl-1H-pyrazol-4-yl)amino)pyrimidin-4-yl)-8-azabicyclo[3.2.1]oct-2-en-8-yl)ethan-1-one C1(CC1)C(C(=O)N1C2C=C(CC1CC2)C2=NC(=NC=C2)NC=2C=NN(C2)C)(F)F